P(=O)(OC)(OC(N1N=C(C(=C1)C1=CC=C2C(N(C=NC2=C1)[C@@H](C)C1=CC(=CC=C1)C(NC)=O)=O)C(F)(F)F)(C(C)(C)C)C(C)(C)C)[O-] methyl ditert-butyl[4-[3-[(1S)-1-[3-(methylcarbamoyl)phenyl]ethyl]-4-oxo-quinazolin-7-yl]-3-(trifluoromethyl)pyrazol-1-yl]methyl phosphate